4-Fluoro-6-[(5-methoxy-2-pyridyl)methoxy]-2-(6-oxo-1H-pyridazin-3-yl)isoindolin-1-one FC1=C2CN(C(C2=CC(=C1)OCC1=NC=C(C=C1)OC)=O)C1=NNC(C=C1)=O